2-methyl-6-morpholino-3,6,7,8-tetrahydro-4H-cyclopenta[g]quinazolin-4-one CC1=NC2=CC3=C(C=C2C(N1)=O)C(CC3)N3CCOCC3